sodium palmitoyl prolinate N1[C@@H](CCC1)C(=O)OC(CCCCCCCCCCCCCCC)=O.[Na]